BrC1=CC=CC=2C3=CC=CC=C3C(C12)(C)C 1-bromo-9,9-dimethylfluorene